C1(CCCCC1)C(C(=O)NC(CC(C)(C)C)(C)C)N1C(=NC2=C1C=CC=C2)C2=C(C=C(C=C2)OC)OC 2-cyclohexyl-2-[2-(2,4-dimethoxy-phenyl)-benzimidazol-1-yl]-N-(1,1,3,3-tetramethyl-butyl)-acetamide